C(C)(C)(C)[C@]1(C23[C@H](C(O[C@H]2OC([C@]32[C@H](C1)OC(C2)=O)=O)=O)OCOC)O (1S,4R,7R,9R,11S)-9-Tert-butyl-9-hydroxy-7-(methoxymethoxy)-3,5,12-trioxatetracyclo[6.6.0.01,11.04,8]tetradecane-2,6,13-trione